FC1=C(C=CC=C1F)NC(=O)C1C(N(CC1C1=CC(=CC=C1)C(F)(F)F)C)=O N-(2,3-difluorophenyl)-1-methyl-2-oxo-4-(3-(trifluoromethyl)phenyl)pyrrolidine-3-carboxamide